S1C(=NC2=C1C=CC=C2)C2=C(C=CC=C2)N=CC=CC2=CC=CC=C2 N-(2-(benzo[d]thiazole-2-yl)phenyl)-3-phenylprop-2-en-1-imine